(E)-N1-cyclohexyl-N8-hydroxy-2-((naphthalen-1-yloxy)methyl)-2-octenediamide C1(CCCCC1)NC(\C(=C\CCCCC(=O)NO)\COC1=CC=CC2=CC=CC=C12)=O